butane-1-carboxylate C(CCC)C(=O)[O-]